CC=1OC2=C(C1C(=O)O)C=C(C=C2)OC(C)C2=CN=C(S2)C(F)(F)F 2-methyl-5-(1-(2-(trifluoromethyl)thiazol-5-yl)ethoxy)benzofuran-3-carboxylic acid